3-{[2-methoxy-4-(propanamidosulfonyl)phenyl]amino}prop-1-yn COC1=C(C=CC(=C1)S(=O)(=O)NC(CC)=O)NCC#C